ClC Monochloromethan